N(=[N+]=[N-])CCCN(C(OC(C)(C)C)=O)CCC1=CC=C(C=C1)OC1=CC=CC=C1 tert-butyl (3-azidopropyl)(4-phenoxyphenethyl)carbamate